6-(4-(diphenylamino)phenyl)-2-methylimidazo[1,2-a]pyrazin-3(7H)-one C1(=CC=CC=C1)N(C1=CC=C(C=C1)C=1NC=C2N(C1)C(C(=N2)C)=O)C2=CC=CC=C2